ClC=1C=C(C2=C(C=C(O2)C(=O)N(C)C)C1)N1CC(C1)C(=O)N1CCC(CC1)CN1CCN(CC1)C1=CC(=CC=C1)C1C(NC(CC1)=O)=O 5-chloro-7-(3-(4-((4-(3-(2,6-dioxopiperidin-3-yl)phenyl)piperazin-1-yl)methyl)piperidine-1-carbonyl)azetidin-1-yl)-N,N-dimethylbenzofuran-2-carboxamide